2,2-bis(trifluoro-methyl)-1,3-oxathiepan-7-one FC(C1(OC(CCCS1)=O)C(F)(F)F)(F)F